2-[2-(aminomethyl)-3,3-difluoro-allyl]-4-[5-(1H-indazol-6-yl)-3-methyl-2-pyridinyl]-1,2,4-triazol-3-one NCC(CN1N=CN(C1=O)C1=NC=C(C=C1C)C1=CC=C2C=NNC2=C1)=C(F)F